C(C)(C)N1N=C(C(=C1C)O)C1=CC(=CC=C1)OCCCC 1-isopropyl-3-(3-butoxyphenyl)-5-methyl-pyrazol-4-ol